ClC=1C=C2C=C(NC2=CC1OCC1=CC(=NO1)C)CNC(CN(C)C)=O N-((5-chloro-6-((3-methylisoxazol-5-yl)methoxy)-1H-indol-2-yl)methyl)-2-(dimethylamino)acetamide